C(N)(OCC1=C(C=CC(=C1)C1=NN(C=C1)C1=C(C=C(C=C1F)SC(F)F)F)C)=O [[5-[1-[4-[(difluoromethyl)thio]-2,6-difluorophenyl]-1H-pyrazol-3-yl]-2-methylphenyl] methyl] carbamate